2,3-dihydro-1H-pyrimidine N1CNCC=C1